1-{2-quinolyl}-2,5-diazahexane N1=C(C=CC2=CC=CC=C12)CNCCNC